[C@H]1([C@@H](O)[C@@H](O)[C@H](O)[C@H](O1)CO)OC1=C(C=C(C=C1)C1=C2CCNCC2=CC=C1)C 1,2,3,4-Tetrahydro-5-[4'-(α-D-mannopyranosyloxy)-3'-methylphenyl]-isoquinoline